ClC=1C=C(C=C(C1OC1=CC(=C(C=C1)O)CC=C)Cl)N1N=C(C(NC1=O)=O)C#N 2-(3,5-dichloro-4-(4-hydroxy-3-(allyl)phenoxy)phenyl)-3,5-dioxo-2,3,4,5-tetrahydro-1,2,4-triazine-6-carbonitrile